dipalmitoylamide C(CCCCCCCCCCCCCCC)(=O)[N-]C(CCCCCCCCCCCCCCC)=O